N-(4-(((R)-1-Hydroxy-4-methylpentan-2-yl)amino)-6-(2-(4-methyl-3-oxo-3,4-dihydro-2H-benzo[b][1,4]oxazin-7-yl)propyl)-1,3,5-triazin-2-yl)methanesulfonamide OC[C@@H](CC(C)C)NC1=NC(=NC(=N1)CC(C)C=1C=CC2=C(OCC(N2C)=O)C1)NS(=O)(=O)C